Cl.FC1(CNCC12CCCC2)F 4,4-difluoro-2-azaspiro[4.4]nonane hydrochloride